N[C@@H](C(=O)O)CCCOC1=C(C(=C(C=C1)Cl)Cl)CN1C2=NC=NC(=C2N=C1)N (R)-2-amino-5-(2-((6-amino-9H-purin-9-yl)methyl)-3,4-dichlorophenoxy)pentanoic acid